C(C)(C)(C)C1=C(C=C(C=C1C)C)O 2-t-butyl-3,5-xylenol